O=C1N(C(CC1)=O)OC(CCOCCOCCOCCOCCNC(OC(C)(C)C)=O)=O tert-butyl {15-[(2,5-dioxopyrrolidin-1-yl)oxy]-15-oxo-3,6,9,12-tetraoxapentadecan-1-yl}carbamate